C(C1=CC=CC=C1)OC1(C2=NN=C(C=3C(=CC(=C(N(CCC=CCC1)C(C)C)N3)C(F)(F)F)[N+](=O)[O-])O2)C(F)(F)F 6-benzyloxy-13-isopropyl-17-nitro-6,15-bis(trifluoromethyl)-19-oxa-3,4,13,18-tetrazatricyclo[12.3.1.12,5]nonadeca-1(18),2,4,9,14,16-hexaene